C(C)(C)N1N=CC2=C1COCC2COC2=CC=C(C=C2)C=2C=C(C(NC2C(F)(F)F)=O)C(=O)N 5-(4-((1-isopropyl-1,4,5,7-tetrahydropyrano[3,4-c]pyrazol-4-yl)methoxy)phenyl)-2-oxo-6-(trifluoromethyl)-1,2-dihydropyridine-3-carboxamide